7-((2-(2,6-Dimethylmorpholino)pyrimidin-5-yl)amino)-4-methyl-2H-benzo[b][1,4]oxazin-3(4H)-one CC1OC(CN(C1)C1=NC=C(C=N1)NC=1C=CC2=C(OCC(N2C)=O)C1)C